chlorocarbonylthionyl chloride ClC(=O)S(=O)Cl